CC(C)N1C(C2(CC1)CCCCC2)=O propan-2-yl-2-azaspiro[4.5]decan-1-one